BrC1=CC(=CC=2N=C3OCC[C@H](N3C21)CO)C(=O)NC2=CC=C(C=C2)OC(F)(F)Cl (S)-6-bromo-N-(4-(chlorodifluoromethoxy)phenyl)-4-(hydroxymethyl)-3,4-dihydro-2H-benzo[4,5]imidazo[2,1-b][1,3]oxazine-8-carboxamide